C1(=CC=CC=C1)C1=CC=C(C[C@H](N)C(=O)O)C=C1 4-phenylphenylalanine